(S)-1-((5-chloro-8-((5-(difluoromethyl)-1-methyl-1H-1,2,3-triazol-4-yl)methoxy)-1,2,3,4-tetrahydroisoquinolin-1-yl)methyl)pyrrolidin-2-one hydrochloride Cl.ClC1=C2CCN[C@@H](C2=C(C=C1)OCC=1N=NN(C1C(F)F)C)CN1C(CCC1)=O